(R)-tert-butyl(1-(4-(azetidin-1-yl)-6-nitrophthalazin-1-yl)pyrrolidin-3-yl)carbamate C(C)(C)(C)OC(N[C@H]1CN(CC1)C1=NN=C(C2=CC(=CC=C12)[N+](=O)[O-])N1CCC1)=O